(R)-5-(4-methyl-8-(1-methylpiperidin-3-yl)-5,6,7,8-tetrahydropyrido[2,3-c]pyridazin-3-yl)-2,3-dihydrobenzofuran-4-ol CC=1C2=C(N=NC1C1=CC=C3C(CCO3)=C1O)N(CCC2)[C@H]2CN(CCC2)C